3-(4-bromo-1-oxo-6-(((5-(spiro[3.3]heptan-2-yl)-1,3,4-oxadiazol-2-yl)amino)methyl)isoindolin-2-yl)piperidine-2,6-dione BrC1=C2CN(C(C2=CC(=C1)CNC=1OC(=NN1)C1CC2(C1)CCC2)=O)C2C(NC(CC2)=O)=O